(R)-4-(2-(1H-pyrazol-3-yl)-7-(spiro[2.3]hexane-5-yl)-6,7,8,9-tetrahydro-2H-benzo[cd]azulene-4-yl)-3-methylmorpholine N1N=C(C=C1)C1C=C2CCC(CC=3C2=C1C=C(C3)N3[C@@H](COCC3)C)C3CC1(CC1)C3